(3,3-Difluorocyclobutyl)-1-(2-(2-methoxyphenyl)-2-((tetrahydro-2H-pyran-4-yl)oxy)ethyl)-5-methyl-6-(oxazol-2-yl)thieno[2,3-d]pyrimidine-2,4(1H,3H)-dione FC1(CC(C1)N1C(N(C2=C(C1=O)C(=C(S2)C=2OC=CN2)C)CC(OC2CCOCC2)C2=C(C=CC=C2)OC)=O)F